fluoro-N,N,N',N'-bis(tetramethylene)formamidinium hexafluorophosphate C1CCN(C1)C(=[N+]2CCCC2)F.F[P-](F)(F)(F)(F)F